[C].[Si]=O silicon oxide Carbon